C1(CC1)C1=CC=C(N=N1)CN[C@H](C)C1=NC=CC=N1 (R)-N-((6-cyclopropylpyridazin-3-yl)methyl)-1-(pyrimidin-2-yl)ethan-1-amine